COC1=CC=CC(=N1)NCCCCC(=O)NCC(=O)NCCC(=O)O 3-(2-(5-((6-methoxypyridin-2-yl)amino)pentanoylamino)acetamido)propanoic acid